N-(2-ethylhexyl)-1,3-propanediamine C(C)C(CNCCCN)CCCC